2-(6-chloro-1-[[2-(trimethylsilyl)ethoxy]methyl]imidazo[4,5-c]pyridin-2-yl)-1-methylpyrrolidine ClC1=CC2=C(C=N1)N=C(N2COCC[Si](C)(C)C)C2N(CCC2)C